C1OC2CC3=CC[C@H]4[C@@H]5CC[C@H]([C@@H](CCC(C(C)C)C#N)C)[C@]5(CC[C@@H]4[C@]3(CC2OC1)C)C 3-ethylenedioxy-5-cholesten-24-carbonitrile